(4-(benzyloxy)phenyl)-3-methoxy-1-methylquinolin-4(1H)-one C(C1=CC=CC=C1)OC1=CC=C(C=C1)C=1N(C2=CC=CC=C2C(C1OC)=O)C